(R)-N-(8-fluoro-2-methylimidazo[1,2-a]pyridin-6-yl)-5-(methyl(4-azaspiro[2.5]octan-7-yl)amino)pyrazine-2-carboxamide tert-Butyl-7-amino-4-azaspiro[2.5]octane-4-carboxylate C(C)(C)(C)OC(=O)N1C2(CC2)CC(CC1)N.FC=1C=2N(C=C(C1)NC(=O)C1=NC=C(N=C1)N([C@@H]1CCNC3(CC3)C1)C)C=C(N2)C